trans-6-(6-chloro-4-(3-(methoxymethyl)morpholin-2-yl)pyridin-2-yl)-N-methylpyrimidine-4-carboxamide ClC1=CC(=CC(=N1)C1=CC(=NC=N1)C(=O)NC)[C@H]1[C@@H](NCCO1)COC